5-[3-(dimethylamino)propyl]-6-methylidene-3-phenyl-1H,4H,5H,6H-pyrrolo[3,4-c]pyrazol CN(CCCN1C(C=2NN=C(C2C1)C1=CC=CC=C1)=C)C